AZOLYLPYRIDINE N1C(=CC=C1)C1=NC=CC=C1